OC=1C=C(C#N)C=CC1C1=NN=C(C=2CCCCC12)NC1CN(CCC1)S(=O)(=O)C 3-hydroxy-4-(4-((1-(methylsulfonyl)piperidin-3-yl)amino)-5,6,7,8-tetrahydrophthalazin-1-yl)benzonitrile